N1(N=CN=C1)C1=C(N=C(S1)C=1C(=C(C=C(C(=O)N)C1)OC)O)C(C)(C)C 5-(1,2,4-triazol-1-yl-4-tert-butylthiazol-2-yl)-4-hydroxy-3-methoxybenzamide